(2R)-1,1,1-trifluoro-3,3-dimethylbutan-2-yl (3R)-4-(2'-ethoxy-6-{[(1-methyl azetidin-3-yl)methyl]carbamoyl}-[2,3'-bipyridin]-5-yl)-3-ethylpiperazine-1-carboxylate C(C)OC1=NC=CC=C1C1=NC(=C(C=C1)N1[C@@H](CN(CC1)C(=O)O[C@@H](C(F)(F)F)C(C)(C)C)CC)C(NCC1CN(C1)C)=O